O[C@@H]1CN(CC[C@H]1[C@@H]1N2C(C3=CC=CC=C13)=CN=C2)C(C)=O 1-((3S,4S)-3-hydroxy-4-((S)-5H-imidazo[5,1-a]isoindol-5-yl)piperidin-1-yl)ethan-1-one